O=C1NC(CCC1N1C(C2=C(C=C(C=C2C1)NC(C)=O)C(F)(F)F)=O)=O N-(2-(2,6-dioxopiperidin-3-yl)-1-oxo-7-(trifluoromethyl)isoindolin-5-yl)acetamide